CC(C(C)=O)\C(=C/C)\C (4Z)-3,4-dimethyl-4-hexen-2-one